1-(5-(3-(2,2-difluoroethyl)-2-methyl-3H-imidazo[4,5-b]pyridin-5-yl)pyrrolo[2,1-f][1,2,4]triazin-2-yl)-N3,N3-dimethylcyclobutane-1,3-diamine FC(CN1C(=NC=2C1=NC(=CC2)C=2C=CN1N=C(N=CC12)C1(CC(C1)N(C)C)N)C)F